methylolphenol C(O)C1=C(C=CC=C1)O